7-fluoro-2-[(4S)-4-[[6-oxo-5-(trifluoromethyl)-1H-pyridazin-4-yl]amino]pentyl]-6-(2-pyridinyl)isoquinolin-1-one FC1=C(C=C2C=CN(C(C2=C1)=O)CCC[C@H](C)NC=1C=NNC(C1C(F)(F)F)=O)C1=NC=CC=C1